ClC1=C(C(=NN1C=1C=C(C(=O)O)C=CC1)C(F)(F)F)C=O 3-[5-Chloro-4-formyl-3-(trifluoromethyl)pyrazol-1-yl]benzoic acid